[Si](C)(C)(C(C)(C)C)OCCC1=NC(=CC(=C1N)C=1N(N=C(C1[N+](=O)[O-])C)COCC[Si](C)(C)C)Cl 2-[2-[tert-butyl(dimethyl)silyl]oxyethyl]-6-chloro-4-[5-methyl-4-nitro-2-(2-trimethylsilylethoxymethyl)pyrazol-3-yl]pyridin-3-amine